3,4-dihydroxybenzaldehyde-(4-hydroxy-phenylimine) OC1=CC=C(C=C1)N=CC1=CC(=C(C=C1)O)O